S1C(=CC=C1)CN1[C@H]2CC(C[C@@H]1CC2)N (1R,3s,5S)-8-(thiophen-2-ylmethyl)-8-azabicyclo[3.2.1]octan-3-amine